CC1=C(C(=CC=C1)C)NC1=C(C(=O)NC2=CC(=NN2C)C(F)(F)F)C=CC=C1 2-((2,6-Dimethylphenyl)amino)-N-(1-methyl-3-(trifluoromethyl)-1H-pyrazol-5-yl)benzamide